C(C1=CC=CC=C1)N(C(=O)OCC1=C(C=NN1C)C1=NC=C(C(=N1)C)O[C@@H]1C[C@H](CCC1)C(=O)O)C (1S,3S)-3-((2-(5-(((benzyl(methyl)carbamoyl)oxy)methyl)-1-methyl-1H-pyrazol-4-yl)-4-methylpyrimidin-5-yl)oxy)cyclohexane-1-carboxylic acid